N-(1-((4-fluorophenyl)sulfonyl)-1,2,3,4-tetrahydroquinolin-6-yl)thiophene-2-sulfonamide FC1=CC=C(C=C1)S(=O)(=O)N1CCCC2=CC(=CC=C12)NS(=O)(=O)C=1SC=CC1